(3R,5R)-1-{2-[1-(cyclopropylmethyl)-1H-pyrrolo[2,3-b]pyridin-2-yl]-7-methoxy-1-[(1-methyl-1H-pyrazol-3-yl)methyl]-1H-1,3-benzodiazole-5-carbonyl}-5-fluoropiperidin-3-amine C1(CC1)CN1C(=CC=2C1=NC=CC2)C2=NC1=C(N2CC2=NN(C=C2)C)C(=CC(=C1)C(=O)N1C[C@@H](C[C@H](C1)F)N)OC